Isatin Hydrazone N1C(C(=O)C2=CC=CC=C12)=NN